N1=CC=CC2=CC=CC(=C12)CO Quinolin-8-yl-methanol